C1=CC=CC2=C(C3=CC=CC=C3C(=C12)S)S Anthracene-9,10-dithiol